C(C)(C)(C)C1=CC=C(C=C1)S(=O)(=O)N[C@@H](CCCCNS(=O)(=O)C1=CC=C(C=C1)C(C)(C)C)C(=O)O N,N'-di(p-tert-butylbenzenesulfonyl)-lysine